Cl.Cl.ClC=1C=C(C=NC1N1CCNCC1)C1=NOC(=N1)CN [3-(5-chloro-6-piperazin-1-yl-3-pyridinyl)-1,2,4-oxadiazol-5-yl]methylamine dihydrochloride